(S)-7-chloro-2,4-dimethyl-2-(4-oxocyclohexyl)benzo[d][1,3]dioxole-5-carboxylic acid methyl ester COC(=O)C1=C(C2=C(O[C@](O2)(C2CCC(CC2)=O)C)C(=C1)Cl)C